(2R,5S)-tert-butyl 5-((R)-1-amino-2-ethoxy-2-oxoethyl)-1-methylpyrrolidine-2-carboxylate N[C@@H](C(=O)OCC)[C@@H]1CC[C@@H](N1C)C(=O)OC(C)(C)C